C(C(C)C)N1C(CNCC1)(C)C 4-isobutyl-3,3-dimethylpiperazin